((1s,3s)-3-hydroxy-3-methylcyclobutyl)(6-((1-methyl-3-(trifluoromethyl)-1H-pyrrolo[2,3-b]pyridin-6-yl)methyl)-2-azaspiro[3.3]hept-2-yl)methanone OC1(CC(C1)C(=O)N1CC2(C1)CC(C2)CC2=CC=C1C(=N2)N(C=C1C(F)(F)F)C)C